4-((4,4-dimethyl-2-(thiazol-5-yl)cyclohex-1-en-1-yl)methyl)piperazine CC1(CC(=C(CC1)CN1CCNCC1)C1=CN=CS1)C